O=C1NC(CCC1N1C(C2=CC=C(C=C2C1)NC(C(C1=CC=C(C=C1)OC)OC(NC)=O)=O)=O)=O (2-((2-(2,6-dioxopiperidin-3-yl)-1-oxoisoindoline-5-yl)amino)-1-(4-methoxyphenyl)-2-Oxoethyl)(methyl)carbamate